C(C)(=O)O.C(CCC(=O)N)(=O)N succinic acid diamide acetate